4-(cyclopropanesulfonamido)pyrimidin C1(CC1)S(=O)(=O)NC1=NC=NC=C1